COC=1C(=C2C=CNC2=C(C1)C)CN1C(CCCC1)C1=C(C=C(C(=O)O)C=C1)N1CCCC1 4-(1-((5-Methoxy-7-methyl-1H-indol-4-yl)methyl)piperidin-2-yl)-3-(pyrrolidin-1-yl)benzoic acid